N1N=C(C=C1)[C@H]1[C@@H](C1)C1=CC=CC=C1 4-[(1R,2R)-2-(1H-pyrazol-3-yl)cyclopropyl]Benzene